C(SCC1=CC=C(C=C1)C(=O)OCC(CO)O)(SCC1=CC=C(C=C1)C(=O)OCC(CO)O)=S bis[4-(2,3-dihydroxypropoxycarbonyl) benzyl] trithiocarbonate